5-((3-(3-(3,5-dimethyl-4-(quinoxalin-2-yl)-1H-pyrazol-1-yl)cyclobutyl)propyl)amino)-2-(2,6-dioxopiperidin-3-yl)isoindoline-1,3-dione CC1=NN(C(=C1C1=NC2=CC=CC=C2N=C1)C)C1CC(C1)CCCNC=1C=C2C(N(C(C2=CC1)=O)C1C(NC(CC1)=O)=O)=O